2,2-dimethyl-3-((5-methyl-3-(trifluoromethyl)pyridin-2-yl)oxy)-N-(1-methylpiperidin-4-yl)propanamide CC(C(=O)NC1CCN(CC1)C)(COC1=NC=C(C=C1C(F)(F)F)C)C